tin antimony nickel praseodymium [Pr].[Ni].[Sb].[Sn]